C(#N)C=1N=CN(C1)C[C@H](C(=O)OCC)O (R)-ethyl 3-(4-cyano-1H-imidazol-1-yl)-2-hydroxypropanoate